OC=1N(N=C2CCC(CC12)NS(=O)(=O)C1=CC=CC=C1)C1=NC=CC=C1 N-(3-Hydroxy-2-(pyridin-2-yl)-4,5,6,7-tetrahydro-2H-indazol-5-yl)benzenesulfonamide